6-{[(3R,4R)-3-fluoropiperidin-4-yl](methyl)amino}[1,3]thiazolo[4,5-c]pyridazin F[C@@H]1CNCC[C@H]1N(C=1SC2=C(N=NC=C2)N1)C